NCC(=O)N[C@@H]1C[C@@](NCC1)(C(=O)O)CCCCB(O)O (2R,4S)-4-(2-Aminoacetamido)-2-(4-boronobutyl)piperidine-2-carboxylic acid